tert-butyl (S)-(1-(5-amino-3,6-dibromopyridin-2-yl)-2-(3,5-difluorophenyl)ethyl)carbamate NC=1C=C(C(=NC1Br)[C@H](CC1=CC(=CC(=C1)F)F)NC(OC(C)(C)C)=O)Br